1-(2-((4-(5-(1H-pyrrol-1-yl)pyridin-3-yl)-1H-1,2,3-triazol-1-yl)methyl)Imidazo[1,2-a]pyridin-6-yl)-N-(cyclobutylmethyl)methanamine N1(C=CC=C1)C=1C=C(C=NC1)C=1N=NN(C1)CC=1N=C2N(C=C(C=C2)CNCC2CCC2)C1